2-{4-[4-Fluoro-2-(4-methyl-1,2,4-triazol-3-yl)phenyl]pyridin-2-yl}-7-(trifluoromethyl)-1,3-benzoxazole-5-carbaldehyde FC1=CC(=C(C=C1)C1=CC(=NC=C1)C=1OC2=C(N1)C=C(C=C2C(F)(F)F)C=O)C2=NN=CN2C